n-(2,4-dibromo-5-methoxyphenyl)acetamide CC(=O)NC1=CC(=C(C=C1Br)Br)OC